Di-n-butyl-diethyl-zirconium C(CCC)[Zr](CC)(CC)CCCC